C[C@@H]1C(=CC2=CC=C(C=C2C1)OCCCC(F)(F)F)C=O (3S)-3-methyl-6-(4,4,4-trifluorobutoxy)-3,4-dihydronaphthalene-2-carbaldehyde